O1CCN(CC1)C=1C=C(C=C(C1)S(=O)(=O)CC1=CC=NC=C1)C=1C=NC(=NC1)N 5-(3-morpholino-5-((pyridin-4-ylmethyl)sulfonyl)phenyl)pyrimidin-2-amine